OC([C@H](N)C(=O)O)C(C)C Beta-hydroxyleucine